(S)-6-(6-cyclopropyl-2-(4-((3-methylpiperidin-1-yl)methyl)-2-oxobenzo[cd]indole-1(2H)-yl)pyrimidin-4-yl)-5-(4-methyl-4H-1,2,4-triazol-3-yl)nicotinonitrile C1(CC1)C1=CC(=NC(=N1)N1C(C2=C3C(C=CC=C13)=CC(=C2)CN2C[C@H](CCC2)C)=O)C2=NC=C(C#N)C=C2C2=NN=CN2C